6-[4-[(R)-(1-methylpyrazol-4-yl)-phenyl-methyl]piperidine-1-carbonyl]-4H-1,4-benzoxazin-3-one CN1N=CC(=C1)[C@H](C1CCN(CC1)C(=O)C=1C=CC2=C(NC(CO2)=O)C1)C1=CC=CC=C1